COC=1C(=NC(=NC1)NC1OCCCC1)N[C@@H](CO)CCCC (2R)-2-((5-methoxy-2-((tetrahydro-2H-pyran-2-yl)amino)pyrimidin-4-yl)amino)hexan-1-ol